B1BBBB1 cyclopentaborane